C(C)(C)(C)C1=C(C=CC=C1)[N+](=O)[O-] 2-tert-butylnitrobenzene